(7E)-7-(p-toluenesulfonylhydrazono)-4H-[1,2,4]Triazolo[1,5-a]Pyrimidine-5-carboxylic acid ethyl ester hydrochloride Cl.C(C)OC(=O)C=1NC=2N(/C(/C1)=N/NS(=O)(=O)C1=CC=C(C)C=C1)N=CN2